3-methyl-5-(3-methylbutyl)-4-oxo-4,5,6,7-tetrahydropyrazolo[1,5-a]pyrazine-2-carboxylic acid (5-trifluoromethyl[1,3,4]thiadiazol-2-yl)amide FC(C1=NN=C(S1)NC(=O)C1=NN2C(C(N(CC2)CCC(C)C)=O)=C1C)(F)F